C(N)(=O)CC[C@@H](CO)N N-[(2S)-4-carbamoyl-1-hydroxybut-2-yl]amine